FC1=CC=C(C=C1)C1=NN(C(C1)C1=CC=C(C=C1)C)S(=O)(=O)C1=CC=C(C=C1)F 3-(4-fluorophenyl)-1-((4-fluorophenyl)sulfonyl)-5-(p-tolyl)-4,5-dihydro-1H-pyrazole